tert-Butyl-4-(1,8-dimethyl-2,3-dioxo-2,3-dihydropyrido[2,3-b]pyrazin-4(1H)-yl)piperidine C(C)(C)(C)N1CCC(CC1)N1C2=C(N(C(C1=O)=O)C)C(=CC=N2)C